tetramethyl-3H-indole CC1=C2C(C(=NC2=CC=C1)C)(C)C